N,N-dimethyl-2-amino-1-ethanol CN(CCO)C